sodium undecanoyl sulfate S(=O)(=O)(OC(CCCCCCCCCC)=O)[O-].[Na+]